ClC=1C=C2C(NC(=NC2=C(C1)Cl)NC1=CC(=CC(=C1)F)F)=O 6,8-dichloro-2-((3,5-difluorophenyl)amino)quinazolin-4(3H)-one